4-chloro-2-(4-(4-methyl-5-(pyrrolidin-1-ylmethyl)pyridin-3-yl)phenoxy)benzaldehyde ClC1=CC(=C(C=O)C=C1)OC1=CC=C(C=C1)C=1C=NC=C(C1C)CN1CCCC1